2-([5-(3-Cyclopropoxyphenyl)-1-(2-methylphenyl)-1H-pyrazol-3-yl]methoxy)-2-methylpropanoic acid C1(CC1)OC=1C=C(C=CC1)C1=CC(=NN1C1=C(C=CC=C1)C)COC(C(=O)O)(C)C